O.CC1=CC=C(C=C1)S(=O)O p-toluenesulfinic acid monohydrate